C(=O)(C(=O)O)CC(=O)C=1C=C(C=C(C(=O)O)C1)C(=O)O 5-(oxaloacetoyl)-isophthalic acid